9,10-dimethoxy-5,6-dihydro-2H-7λ5-[1,3]dioxolo[4,5-g]isoquinolino[3,2-a]isoquinolin-7-ylium COC1=C(C=CC2=CC3=[N+](CCC4=CC5=C(C=C34)OCO5)C=C12)OC